3-(Imidazo[1,2-b]pyridazin-3-ylethynyl)-4-methyl-N-(1-methyl-3-(4-morpholinophenyl)-1H-indol-6-yl)benzamide N=1C=C(N2N=CC=CC21)C#CC=2C=C(C(=O)NC1=CC=C3C(=CN(C3=C1)C)C1=CC=C(C=C1)N1CCOCC1)C=CC2C